2-(methyl-d3)propan-2-yl-1,1,1,3,3,3-d6 pyridin-2-yl carbonate C(OC(C([2H])([2H])[2H])(C([2H])([2H])[2H])C([2H])([2H])[2H])(OC1=NC=CC=C1)=O